N#[Mn] nitridomanganese